OCCNCCCCCCN(CCO)CCO N,N',N'-tris(2-hydroxyethyl)-1,6-diaminohexane